N1=CC(=CC2=CC=CC=C12)C=1C=C2N(N1)CCC21CN(C1)C(=O)NCC(F)(F)F 2'-(quinolin-3-yl)-N-(2,2,2-trifluoroethyl)-5',6'-dihydrospiro[azetidine-3,4'-pyrrolo[1,2-b]pyrazole]-1-carboxamide